1-((Acetyl-L-valyl)oxy)ethyl 2-((2-ethoxyphenoxy)methyl)morpholine-4-carboxylate C(C)OC1=C(OCC2CN(CCO2)C(=O)OC(C)OC([C@@H](NC(C)=O)C(C)C)=O)C=CC=C1